S(=O)(=O)([O-])[O-] trans-sulfate